N-(3-fluoro-4-(1-methyl-6-(1-Boc-pyrazole-4-yl)-1H-indazol-5-yloxy)phenyl)-6-difluoromethoxy-2-oxo-1-(4-fluorophenyl)-1,2-dihydropyridine-3-carboxamide FC=1C=C(C=CC1OC=1C=C2C=NN(C2=CC1C=1C=NN(C1)C(=O)OC(C)(C)C)C)NC(=O)C=1C(N(C(=CC1)OC(F)F)C1=CC=C(C=C1)F)=O